tert-butyl 6-(4-(3-(2,4-dioxotetrahydropyrimidin-1(2H)-yl)-4-methoxybenzoyl) piperazin-1-yl)hexanoate O=C1N(CCC(N1)=O)C=1C=C(C(=O)N2CCN(CC2)CCCCCC(=O)OC(C)(C)C)C=CC1OC